C(C)(C)C1=C(N)C(=CC(=C1)CC1=CC(=C(N)C(=C1)C(C)C)C(C)C)C(C)C 2,2',6,6'-tetraisopropyl-4,4'-methylenebisaniline